4,4-Difluoro-cyclohexan-1-ol FC1(CCC(CC1)O)F